C1(CC1)C1=NN(B(C2=C1C=CC=C2)O)C2=CC=C(C=C2)SC(C)C 4-Cyclopropyl-2-[p-(isopropylthio)phenyl]-1,2-dihydro-2,3,1-benzodiazaborinin-1-ol